2-(1-phenylvinyl)-benzothiazole C1(=CC=CC=C1)C(=C)C=1SC2=C(N1)C=CC=C2